CC(CC(=O)OCCOC)(CC)C 2-methoxyethyl 3,3-dimethylpentanoate